N1C=C(C2=CC=CC=C12)C[C@@H]1N=C2SC=C(N2C1)CSC=1NC2=CC=CC=C2CN1 (S)-6-((1H-indol-3-yl)methyl)-3-(((1,4-dihydroquinazolin-2-yl)thio)methyl)-5,6-dihydroimidazo[2,1-b]thiazole